C(=O)C(C(=O)OCC)(CC)C Ethyl 2-formyl-2-methyl-butyrate